4-fluoro-N-{[3-fluoro-4-(propan-2-yl)phenyl](phenyl)methyl}-1-[2-(1-methyl-1H-pyrazol-4-yl)acetyl]pyrrolidine-2-carboxamide FC1CC(N(C1)C(CC=1C=NN(C1)C)=O)C(=O)NC(C1=CC=CC=C1)C1=CC(=C(C=C1)C(C)C)F